copper sulphate copper [Cu+2].S(=O)(=O)([O-])[O-].[Cu+2].S(=O)(=O)([O-])[O-]